S(=O)(=O)([O-])[O-].C[N+](CC1=CC=C(C=C1)NC(C=C)=O)(C)C.C[N+](CC1=CC=C(C=C1)NC(C=C)=O)(C)C N,N,N-Trimethyl-4-[(1-oxo-2-propen-1-yl)amino]benzenemethanaminium sulfate